((2R,3S,5R)-5-(4-benzamido-2-oxopyrimidin-1(2H)-yl)-3-(bis(4-methoxyphenyl)(phenyl)methoxy)tetrahydrofuran-2-yl)methyl dimethylphosphoramidochloridate CN(P(OC[C@H]1O[C@H](C[C@@H]1OC(C1=CC=CC=C1)(C1=CC=C(C=C1)OC)C1=CC=C(C=C1)OC)N1C(N=C(C=C1)NC(C1=CC=CC=C1)=O)=O)(=O)Cl)C